FC=1C=C(C(=O)N2C[C@@H]3N([C@H](C2)C3)C(=O)OC(C)(C)C)C=CC1B1OC(C(O1)(C)C)(C)C tert-butyl (1R,5S)-3-(3-fluoro-4-(4,4,5,5-tetramethyl-1,3,2-dioxaborolan-2-yl)benzoyl)-3,6-diazabicyclo[3.1.1]heptane-6-carboxylate